N[C@@H](CCCCCC(=O)C=1OC=CN1)C=1NC(=CN1)C1=C(C=CC(=C1)OC1CCC1)F (7S)-7-amino-7-{5-[5-(cyclobutyloxy)-2-fluorophenyl]-1H-imidazol-2-yl}-1-(1,3-oxazol-2-yl)heptan-1-one